1-benzyl-3-(4-hydroxy-3-methoxybenzyl)thiourea C(C1=CC=CC=C1)NC(=S)NCC1=CC(=C(C=C1)O)OC